OCC1=NC=CC2=CC=CC=C12 1-(hydroxymethyl)isoquinolin